Germanium Antimonyl-Sulfur [Sb](=O)#[S].[Ge]